N1C(=NC=C1)CNC(=O)C1=CC=CC=2N(C(NC21)=O)[C@@H]2CC[C@@H](CC2)C(NC2=CC(=C(C=C2)C)OC)=O N-[(1H-imidazol-2-yl)methyl]-2-oxo-1-[cis-4-[(3-methoxy-4-methylphenyl)carbamoyl]cyclohexyl]-2,3-dihydro-1H-1,3-benzodiazole-4-carboxamide